CC=1C2=C(N=C(N1)SC)N(C(=C2)C(=O)N)C2COCC2CC methyl-7-(4-ethyltetrahydrofuran-3-yl)-2-(methylthio)-7H-pyrrolo[2,3-d]pyrimidine-6-carboxamide